10-(2,3-dihydroxy-1-hydroxymethylpropyl)-1,4,7,10-tetraazacyclododecane-1,4,7-triacetic acid OC(C(CO)N1CCN(CCN(CCN(CC1)CC(=O)O)CC(=O)O)CC(=O)O)CO